FC1=CC2=C(C(=C(S2)C(=O)O)C2=C(C(=C(C(=C2)F)F)OC)F)C=C1 6-fluoro-3-(2,4,5-trifluoro-3-methoxyphenyl)-1-benzothiophene-2-carboxylic acid